6-chloro-3-(2-hydroxyethyl)isobenzofuran-1(3H)-one ClC1=CC=C2C(OC(C2=C1)=O)CCO